3-(3-isopropyl-2-(8-methyl-[1,2,4]triazolo[1,5-a]pyridin-6-yl)-1H-indol-5-yl)azetidine-1-carboxylic acid tert-butyl ester C(C)(C)(C)OC(=O)N1CC(C1)C=1C=C2C(=C(NC2=CC1)C=1C=C(C=2N(C1)N=CN2)C)C(C)C